(S)-2-(4-(6-((4-chloro-6-(methylcarbamoyl)pyridin-3-yl)methoxy)pyridin-2-yl)-2,5-difluorobenzyl)-1-(oxetan-2-ylmethyl)-1H-benzo[d]imidazole-6-carboxylic acid ClC1=C(C=NC(=C1)C(NC)=O)COC1=CC=CC(=N1)C1=CC(=C(CC2=NC3=C(N2C[C@H]2OCC2)C=C(C=C3)C(=O)O)C=C1F)F